tert-butyl (4-(((1-methyl-1H-pyrrol-2-yl)methyl)carbamoyl)thiazol-2-yl)carbamate CN1C(=CC=C1)CNC(=O)C=1N=C(SC1)NC(OC(C)(C)C)=O